N-benzyl-N-[2-ethyl-4-oxo-3-[[1-[2-(2H-tetrazol-5-yl)phenyl]-4-piperidyl]methyl]quinazolin-6-yl]thiophene-2-carboxamide C(C1=CC=CC=C1)N(C(=O)C=1SC=CC1)C=1C=C2C(N(C(=NC2=CC1)CC)CC1CCN(CC1)C1=C(C=CC=C1)C=1N=NNN1)=O